2-(1H-imidazol-3-yl)acetic acid N1CN(C=C1)CC(=O)O